C(=O)C=1C=CC(=C2CCOC21)C#N 7-Formyl-2,3-dihydro-1-benzofuran-4-carbonitrile